N,N,N',N'-tetraallyl-1,4-diaminobutane, tetraallyl-ammonium salt C(C=C)[N+](CC=C)(CC=C)CC=C.C(C=C)N(CCCCN(CC=C)CC=C)CC=C